S1C(=NC2=C1C=CC=C2)NC2=C(C(=C(N=N2)N(C)C=2SC=C(N2)C(=O)O)C)C ({6-[(1,3-benzothiazol-2-yl)amino]-4,5-dimethylpyridazin-3-yl}(methyl)amino)-1,3-thiazole-4-carboxylic acid